FC=1C(=NC(=C(C1)F)[Sn](CCCC)(CCCC)CCCC)N(CC1=CC=C(C=C1)OC)CC1=CC=C(C=C1)OC 3,5-difluoro-N,N-bis(4-methoxybenzyl)-6-(tributylstannyl)pyridin-2-amine